P(O)(=O)(OP(=O)(O)OP(=O)(O)O)OC[C@@H]1[C@H]([C@H]([C@@H](O1)N1C(=O)NC(=S)C=C1)O)O 4-thiouridine triphosphate